4,4,5,5-tetramethyl-2-(3-{[4-(trifluoromethyl)-phenyl]methoxy}phenyl)-1,3,2-dioxaborolane CC1(OB(OC1(C)C)C1=CC(=CC=C1)OCC1=CC=C(C=C1)C(F)(F)F)C